ClC=1C=C2C(=NC1I)N=C(N2COCC[Si](C)(C)C)OC2CCC(CC2)C(=O)OC (1r,4r)-methyl 4-((6-chloro-5-iodo-1-((2-(trimethylsilyl)ethoxy)methyl)-1H-imidazo[4,5-b]pyridin-2-yl)oxy)cyclohexanecarboxylate